[1,2,3]triazolo[4,5-b]pyridin-1-ol N1(N=NC2=NC=CC=C21)O